monomethyl mono(2-propynyl) oxalate C(C(=O)OCC#C)(=O)OC